CC1=CC=CC(=N1)OC1=CC(=NC=N1)OC1=C(C=CC=C1)/C(/C(=O)OC)=C\OC methyl (E)-2-{2-[6-(6-methylpyridin-2-yloxy)pyrimidin-4-yloxy]phenyl}-3-methoxy-acrylate